ethene-2,1-d C(=C[2H])[2H]